methyl 5-bromo-2-(bromomethyl)-3-(2-tert-butoxy-2-oxo-ethoxy)benzoate BrC=1C=C(C(=C(C(=O)OC)C1)CBr)OCC(=O)OC(C)(C)C